tert-butyl (4R)-4-[(ethanesulfonyl)amino]-3,3-difluoropyrrolidine-1-carboxylate C(C)S(=O)(=O)N[C@H]1C(CN(C1)C(=O)OC(C)(C)C)(F)F